1-(3-trifluoromethyl-phenyl)-ethylamine FC(C=1C=C(C=CC1)C(C)N)(F)F